methyl 2-((4-(4-((4-chloro-2-fluorobenzyl) oxy)-5-fluoropyrimidin-2-yl) cyclohex-3-en-1-yl) methyl)-3-(2-methoxyethyl)-3H-imidazo[4,5-b]pyridine-5-carboxylate ClC1=CC(=C(COC2=NC(=NC=C2F)C2=CCC(CC2)CC2=NC=3C(=NC(=CC3)C(=O)OC)N2CCOC)C=C1)F